trans-3-((((benzyloxy)carbonyl)amino)methyl)-4-hydroxypyrrolidine-1-carboxylic acid tert-butyl ester C(C)(C)(C)OC(=O)N1C[C@H]([C@@H](C1)O)CNC(=O)OCC1=CC=CC=C1